bis(2-octyl) succinate C(CCC(=O)OC(C)CCCCCC)(=O)OC(C)CCCCCC